C(CCCCCCCCCCCCCCCCC)C(C(=O)O)=C.C(C=C)(=O)OCCCCCCCCCCCCCCCCCC octadecyl acrylate (octadecyl acrylate)